Cl.N[C@@H](CC(C)C)C(=O)OC[C@@H]1[C@H]([C@@H]([C@H](C(O)O1)NC(CCC)=O)O)O 6-O-(L-leucyl)-N-butyryl-glucosamine hydrochloride